6-(1-Isopropyl-1H-pyrazol-3-yl)-N-(4-methoxypyrimidin-2-yl)-5-methyl-2-(1-methyl-1H-imidazol-2-yl)pyrrolo[2,1-f][1,2,4]triazin-4-amine C(C)(C)N1N=C(C=C1)C=1C(=C2C(=NC(=NN2C1)C=1N(C=CN1)C)NC1=NC=CC(=N1)OC)C